FC(COS(=O)(=O)C(F)(F)F)(F)F.CC1=CC=C(C=C1)C1=NC(=NO1)C1=CC=C(C=C1)NC(=O)C1CN(C(C1)=O)CC=1C=NC=CN1 N-{4-[5-(4-methylphenyl)-1,2,4-oxadiazol-3-yl]Phenyl}-5-oxo-1-[(pyrazin-3-yl)methyl]Pyrrolidine-3-carboxamide 2,2,2-trifluoroethyltrifluoromethanesulfonate